hexa-methylene bis[3-(3,5-di-t-butyl-4-hydroxyphenyl) propionate] C(C)(C)(C)C=1C=C(C=C(C1O)C(C)(C)C)CCC(=O)OCCCCCCOC(CCC1=CC(=C(C(=C1)C(C)(C)C)O)C(C)(C)C)=O